(3S)-methyl 3-(5-(2-chloro-6-methylphenyl)pyridin-3-yl)-3-(4-methyl-2-(4-methyl-2-oxopyridin-1(2H)-yl)pentanamido)propanoate ClC1=C(C(=CC=C1)C)C=1C=C(C=NC1)[C@H](CC(=O)OC)NC(C(CC(C)C)N1C(C=C(C=C1)C)=O)=O